C(C)(C)(C)OC(=O)N1C[C@@H](OCC1)C=O (2R)-2-formylmorpholin-4-yl-carboxylic acid tert-butyl ester